C(C)(C)(C)OC(=O)C1=C(C=CC(=N1)C=1C=C2C(=CC=NC2=CC1)C(=O)O)C=1C=NN(C1C)CC12CC3(CC(CC(C1)(C3)C)(C2)C)OCCNC(=O)OC(C)(C)C 6-(6-(tert-Butoxycarbonyl)-5-(1-((3-(2-((tert-Butoxycarbonyl)amino)ethoxy)-5,7-dimethyladamantan-1-yl)methyl)-5-methyl-1H-pyrazol-4-yl)pyridin-2-yl)quinoline-4-carboxylic acid